[2-(1,3-dioxolan-2-yl)pyridine-3-yl](2-fluorophenyl)methanone O1C(OCC1)C1=NC=CC=C1C(=O)C1=C(C=CC=C1)F